NC=1C=NC(=NC1)C1CCN(CC1)C(=O)OC(C)(C)C tert-butyl 4-(5-aminopyrimidin-2-yl)piperidine-1-carboxylate